[Cl-].C(CCCCCCCCCCCCCCC)CN(C)C hexadecyltrimethyl-amine chloride